C(C)(C)ONC([C@H](C(C)C)NC(C[C@H]1N(C(CC1)=S)CC1=C(C(=CC(=C1)F)F)F)=O)=O (S)-N-Isopropoxy-3-methyl-2-(2-((S)-5-thioxo-1-(2,3,5-trifluorobenzyl)-pyrrolidin-2-yl)acetamido)butanamide